S(N)(=O)(=O)C1=CC=C(C=C1)C=C(C(=O)N)C 4-sulfamoylphenyl-methacrylamide